3-(4-((1-cyclopropyl-3-(tetrahydro-2H-pyran-4-yl)-1H-pyrazol-4-yl)oxy)-1H-pyrrolo[2,3-b]pyridin-2-yl)prop-2-yn-1-ol C1(CC1)N1N=C(C(=C1)OC1=C2C(=NC=C1)NC(=C2)C#CCO)C2CCOCC2